N-[4-[(E)-3-(4-Hydroxy-3-methoxyphenyl)prop-2-enoyl]phenyl]acetamide OC1=C(C=C(C=C1)/C=C/C(=O)C1=CC=C(C=C1)NC(C)=O)OC